C=1N=CN2C1C1=CC=CC=C1[C@@H]2[C@H]2[C@H](C(OC2)(C)C)O (3R,4R)-4-((S)-5H-Imidazo[5,1-a]isoindol-5-yl)-2,2-dimethyltetrahydrofuran-3-ol